C(#N)C1=NC(=C2C=C(N=CC2=C1)N[C@H]1C[C@H](NC1)CO)NC(C)C (2S,4S)-4-((7-cyano-5-(isopropylamino)-2,6-naphthyridin-3-yl)amino)-2-(hydroxymethyl)pyrrolidine